pentyl-decalin C(CCCC)C1CCCC2CCCCC12